o-fluorotrichlorotoluene FC1=C(C(Cl)(Cl)Cl)C=CC=C1